ClC1=C(C(=C(C=C1OC)OC)Cl)C1=CC2=C(N=C(N=C2)N[C@H]2[C@H](COC2)NC(C=C)=O)C(=N1)N1CC(C1)N(C)C N-((3R,4S)-4-((6-(2,6-dichloro-3,5-dimethoxyphenyl)-8-(3-(dimethylamino)azetidin-1-yl)pyrido[3,4-d]pyrimidin-2-yl)amino)tetrahydrofuran-3-yl)acrylamide